C(=O)C1=C(C=C(OCC2=C(C(=CC=C2)C2=CC=CC=C2)C(=O)OC)C=C1OC)OC Methyl 3-((4-formyl-3,5-dimethoxyphenoxy) methyl)-[1,1'-biphenyl]-2-carboxylate